FC1=CC(=C(C=C1)N1N=C(C=C1C(=O)C1=NNC(=C1)C#N)C)C(C)O 3-{1-[4-fluoro-2-(1-hydroxyethyl)phenyl]-3-methyl-1H-pyrazole-5-carbonyl}-1H-pyrazole-5-carbonitrile